3-[2,6-difluoro-4-(piperazin-1-yl)phenyl]piperidine-2,6-dione FC1=C(C(=CC(=C1)N1CCNCC1)F)C1C(NC(CC1)=O)=O